N-(4-(5-(2-cyanoacetyl)-5-azaspiro[2.5]oct-7-en-8-yl)-1H-pyrrolo[2,3-b]pyridin-6-yl)cyclopropylcarboxamide C(#N)CC(=O)N1CC2(CC2)C(=CC1)C1=C2C(=NC(=C1)NC(=O)C1CC1)NC=C2